CC1=CC=CC(N1C1(CC1)C(=O)O)=O 1-(6-methyl-2-oxopyridin-1(2H)-yl)cyclopropane-1-carboxylic acid